1-((3S,4R)-3-(5-chloro-2-(1-ethyl-1H-pyrazol-4-ylamino)-7H-pyrrolo[2,3-d]pyrimidin-4-ylamino)-4-fluoropiperidin-1-yl)prop-2-en-1-one ClC1=CNC=2N=C(N=C(C21)N[C@H]2CN(CC[C@H]2F)C(C=C)=O)NC=2C=NN(C2)CC